4-(4-fluoro-phenyl)-4-vinyl-1,3-dioxolanone FC1=CC=C(C=C1)C1(OC(OC1)=O)C=C